C(CCCCCCCC=CC=CC=CCCCC)(=O)OCCCCCCCCCCCCCCCCC heptadecyl eleostearate